1-(4-(Difluoromethoxy)-3-fluorophenyl)ethanol FC(OC1=C(C=C(C=C1)C(C)O)F)F